Methylolmelamine C(O)NC1=NC(=NC(=N1)N)N